racemic-2,6-dichloro-3-fluorophenylethanol ClC1=C(C(=CC=C1F)Cl)[C@@H](C)O |r|